CN(CC1=CC=CC=C1)C(C)O N-methylbenzylaminoethanol